FC=1C=C(C=CC1)C=1C(=NN(C1C(=O)O)C=1SC(=C(N1)C=1C=NC(=CC1)C(F)(F)F)SC(C)C)C 4-(3-fluorophenyl)-1-(5-(isopropylthio)-4-(6-(trifluoromethyl)pyridin-3-yl)thiazol-2-yl)-3-methyl-1H-pyrazole-5-carboxylic acid